2-(3,5-Dichloro-4-((1-cyclopropyl-6-oxo-1,6-dihydropyridazin-3-yl)methyl)phenyl)-3,5-diOxo-2,3,4,5-tetrahydro-1,2,4-triazine-6-carbonitrile ClC=1C=C(C=C(C1CC1=NN(C(C=C1)=O)C1CC1)Cl)N1N=C(C(NC1=O)=O)C#N